2-heptanone CC(CCCCC)=O